FC(CCN1N=CN=C1C(=O)OC)F Methyl 1-(3,3-difluoropropyl)-1H-1,2,4-triazole-5-carboxylate